Rhamnose O=C[C@H](O)[C@H](O)[C@@H](O)[C@@H](O)C